C(CC(C)C)OC(=O)C1=NN(C2=CC=CC(=C2C1=O)S(=O)(=O)C)C1=CC=C(C=C1)OC(F)(F)F 5-methylsulfonyl-4-oxo-1-[4-(trifluoromethoxy)phenyl]cinnoline-3-carboxylic acid isoamyl ester